(±)-trans-4-Methyltetrahydrofuran-3-ol C[C@H]1[C@@H](COC1)O |r|